FC(F)(F)C1=C(C=CC=C1)CCC(=O)C1NC2=C(OC1)C(=CN=C2)C2=CC=C(C#N)C=C2 4-(3-(3-(Trifluoromethylphenyl)propionyl)-3,4-dihydro-2H-pyrido[4,3-b][1,4]oxazine-8-yl)benzonitrile